Methyl 5-methylimidazo[1,2-a]pyrimidine-7-carboxylate CC1=CC(=NC=2N1C=CN2)C(=O)OC